CC1=NC(=NC(=C1)C)C1=CC=C2C=3C(=CC=NC13)N(C2=O)C2C(NC(CC2)=O)=O 3-(8-(4,6-dimethylpyrimidin-2-yl)-5-oxopyrrolo[2,3,4-de]quinolin-4(5H)-yl)piperidine-2,6-dione